2'-chloro-N-(6-(4-chlorophenyl)-4,5,6,7-tetrahydrobenzo[d]thiazol-2-yl)-5'-methoxy-6-methyl-[4,4'-bipyridine]-3-carboxamide ClC1=NC=C(C(=C1)C1=C(C=NC(=C1)C)C(=O)NC=1SC2=C(N1)CCC(C2)C2=CC=C(C=C2)Cl)OC